C1(CCCCC1)C(CC)(S(=O)(=O)O)N cyclohexyl-aminopropanesulfonic Acid